3-(methoxymethyl)-1-({4-[(2-oxopyridin-1-yl)methyl]phenyl}methyl)pyrazole-4-carboxamide COCC1=NN(C=C1C(=O)N)CC1=CC=C(C=C1)CN1C(C=CC=C1)=O